(1s,3s)-3-((3-((1-(4-chlorophenyl)-2-(5-methoxy-6-(trifluoromethyl)indol-1-yl)-2-oxoethyl)amino)-5-methoxyphenoxy)methyl)-cyclobutylcarboxylic acid ClC1=CC=C(C=C1)[C@@H](C(=O)N1C=CC2=CC(=C(C=C12)C(F)(F)F)OC)NC=1C=C(OCC2CC(C2)C(=O)O)C=C(C1)OC